C(#N)C1=CC=C(C(=O)C2=NC3=CC=C(C=C3C(N2)=O)NC(CC2N(CCNC2)C)=O)C=C1 2-(4-cyanobenzoyl)-6-[2-(N-methylpiperazinyl)acetylamino]-4(3H)-quinazolinone